2-(2-((3r,4r)-3-amino-4-fluoropiperidin-1-yl)-5,6-difluoro-1H-benzo[d]imidazol-1-yl)-N-ethyl-N-methylacetamide N[C@@H]1CN(CC[C@H]1F)C1=NC2=C(N1CC(=O)N(C)CC)C=C(C(=C2)F)F